ClC1=C(C2=C(C=N1)C=NN2CC(F)(F)F)OC 6-Chloro-7-methoxy-1-(2,2,2-trifluoroethyl)-1H-pyrazolo[4,3-c]pyridine